C(C)OC(=O)C1CCNCC12CC2 5-azaspiro[2.5]octane-8-carboxylic acid ethyl ester